3-Chloro-1-[(cyanomethyl)amino]-6-{1-[6-fluoro-2-(oxetan-3-yloxy)pyridin-3-yl]ethyl}-5,6,7,8-tetrahydro-2,6-naphthyridine-4-carbonitrile ClC=1N=C(C=2CCN(CC2C1C#N)C(C)C=1C(=NC(=CC1)F)OC1COC1)NCC#N